FC1=CC=C(C=C1)C=CCCC(=O)N 5-(4-fluorophenyl)pent-4-enamide